C(C=CC1=CC=CC=C1)=CC(C)=O cinnamalacetone